L-Alanine tertiary butyl ester C(C)(C)(C)OC([C@@H](N)C)=O